3-amino-8-(3-(7-ethyl-7H-imidazo[4,5-c]pyridazin-4-yl)phenyl)-N-propylimidazo[1,2-a]pyridine-2-carboxamide NC1=C(N=C2N1C=CC=C2C2=CC(=CC=C2)C=2C1=C(N=NC2)N(C=N1)CC)C(=O)NCCC